C(C=C)(=O)OCCC(C)[Si](O[Si](CC)(CC)CC)(O[Si](C)(C)C)O[Si](C)(C)C 3-[di(trimethylsilyloxy)(triethylsilyloxy)silyl]butyl acrylate